(7-chloroquinoline-4-yl)pentane-1,4-diamine ClC1=CC=C2C(=CC=NC2=C1)C(CCC(C)N)N